1,3,5-triglycidyl-benzene C(C1CO1)C1=CC(=CC(=C1)CC1CO1)CC1CO1